N-(5-Aminopyridin-3-yl)-2-chloro-5-((1R,3R)-2,2-dichloro-3-(3,4-dichlorophenyl)cyclopropane-1-carboxamido)benzamide NC=1C=C(C=NC1)NC(C1=C(C=CC(=C1)NC(=O)[C@@H]1C([C@H]1C1=CC(=C(C=C1)Cl)Cl)(Cl)Cl)Cl)=O